8-(6-(1-amino-1,3-dihydrospiro[indene-2,4'-piperidin]-1'-yl)-4-oxo-4,5-dihydro-1H-pyrazolo[3,4-d]pyrimidin-3-yl)-5,5-difluoro-5,6-dihydronaphthalene-2-carbonitrile NC1C2=CC=CC=C2CC12CCN(CC2)C=2NC(C1=C(N2)NN=C1C1=CCC(C=2C=CC(=CC12)C#N)(F)F)=O